FC1(C(COC1)O)F 4,4-difluorotetrahydrofuran-3-ol